C(N)(=O)C1=NN(C(=C1)C=1SC=CC1)CC(=O)OC(C)(C)C tert-Butyl 2-(3-carbamoyl-5-(thiophen-2-yl)-1H-pyrazol-1-yl)acetate